benzyl (2S,5R)-2-methyl-5-((7-((2-(trimethylsilyl)ethoxy)methyl)-7H-pyrrolo[2,3-d]pyrimidin-4-yl)amino)piperidine-1-carboxylate C[C@@H]1N(C[C@@H](CC1)NC=1C2=C(N=CN1)N(C=C2)COCC[Si](C)(C)C)C(=O)OCC2=CC=CC=C2